6-(2-chloro-4-methylphenyl)-3-(2-morpholinoethyl)-1H-benzo[c][1,2,6]thiadiazin-4(3H)-one 2,2-dioxide ClC1=C(C=CC(=C1)C)C1=CC2=C(NS(N(C2=O)CCN2CCOCC2)(=O)=O)C=C1